1-((3R,4S)-3-fluoro-4-((6-fluoro-5-(1-((S)-2-fluoropropyl)-1H-benzo[d][1,2,3]triazol-6-yl)-4-methoxypyrrolo[2,1-f][1,2,4]triazin-2-yl)amino)piperidin-1-yl)ethan-1-one-2,2,2-d3 F[C@@H]1CN(CC[C@@H]1NC1=NN2C(C(=N1)OC)=C(C(=C2)F)C=2C=CC1=C(N(N=N1)C[C@H](C)F)C2)C(C([2H])([2H])[2H])=O